(S)-6-(4-(3-aminopiperidin-1-yl)-6-((2-(2-fluoro-6-methoxyphenyl)pyrimidin-4-yl)amino)pyridin-3-yl)-1,4-dihydro-2H-benzo[d][1,3]oxazin-2-one hydrochloride Cl.N[C@@H]1CN(CCC1)C1=C(C=NC(=C1)NC1=NC(=NC=C1)C1=C(C=CC=C1OC)F)C1=CC2=C(NC(OC2)=O)C=C1